BrC=1C(=C(CC/2N(CC3(CC3)\C2=N/[S@](=O)C(C)(C)C)C(=O)OC(C)(C)C)C=C(C1)F)F tert-butyl (E-Z)-6-(3-bromo-2,5-difluorobenzyl)-7-(((R)-tert-butylsulfinyl)imino)-5-azaspiro[2.4]heptane-5-carboxylate